C(=C)CC(C(=O)[O-])=O Vinylpyruvate